tert-butyl ((1s,3s)-3-((3-cyclopropyl-6-(1-methyl-1H-pyrazol-4-yl)pyrazolo[1,5-a]pyrazin-4-yl)oxy)-3-methylcyclobutyl)carbamate C1(CC1)C=1C=NN2C1C(=NC(=C2)C=2C=NN(C2)C)OC2(CC(C2)NC(OC(C)(C)C)=O)C